COC(=O)[C@H]1N[C@@H](CC1)C1=C(C=CC=C1)Cl (2S,5S)-5-(2-chlorophenyl)pyrrolidine-2-carboxylic acid methyl ester